4-{[5-(4,4-dimethyl-2,5-dioxo-1-imidazolidinyl)-2-pyrimidinyl]oxy}-3-(1,1-dimethylethyl)benzonitrile CC1(NC(N(C1=O)C=1C=NC(=NC1)OC1=C(C=C(C#N)C=C1)C(C)(C)C)=O)C